O.O.Cl.Cl.O1CCN(CC1)CC1=CC=C(C=C1)C1=C(C2=CC=CC=C2C=C1)S(=O)(=O)N (4-(morpholinomethyl)phenyl)naphthalene-1-sulfonamide dihydrochloride dihydrate